C12CCC(CC1)N2CC(=O)NC=2C=C(C(=NC2)C)NC(=O)C=2C=NN1C2C=NC(=C1)C=1C=NN(C1)CCOC N-(5-(2-((1s,4s)-7-azabicyclo[2.2.1]heptan-7-yl)acetamido)-2-methylpyridin-3-yl)-6-(1-(2-methoxyethyl)-1H-pyrazol-4-yl)pyrazolo[1,5-a]pyrazine-3-carboxamide